OCC#CC1=CC2=C(N(C(N2C)=O)C2C(NC(CC2)=O)=O)C=C1 3-[5-(3-hydroxyprop-1-ynyl)-3-methyl-2-oxo-benzimidazol-1-yl]piperidine-2,6-dione